BrC1=C(N(N=C1C)C)CN(CCN(C(OC(C)(C)C)=O)C)C tert-butyl N-[2-[(4-bromo-2,5-dimethyl-pyrazol-3-yl)methyl-methyl-amino]ethyl]-N-methyl-carbamate